FC=1C=C2C(=NC1)NC=C2C2=NN1C(C(=N2)N[C@@H]2[C@H](C3CCC2CC3)C(=O)O)=CC=C1C(F)(F)F (1R,2S,3S,4R)-3-((2-(5-fluoro-1H-pyrrolo[2,3-b]pyridin-3-yl)-7-(trifluoromethyl)pyrrolo[2,1-f][1,2,4]triazin-4-yl)amino)bicyclo[2.2.2]octane-2-carboxylic acid